(R)-4-N-Boc-piperazine-2-carboxylic acid methyl ester COC(=O)[C@@H]1NCCN(C1)C(=O)OC(C)(C)C